ClC1=CC=C(C=N1)CN1C=CC=C2C1=NC(N(C2=O)C(C(F)(F)F)C)=O 8-((6-chloropyridin-3-yl)methyl)-3-(1,1,1-trifluoropropan-2-yl)pyrido[2,3-d]pyrimidine-2,4(3H,8H)-dione